3-(4-methoxy-3-methyl-1-oxoisoindolin-2-yl)piperidine-2,6-dione COC1=C2C(N(C(C2=CC=C1)=O)C1C(NC(CC1)=O)=O)C